CNCCCNC N1,N3-dimethylpropan-1,3-diamine